2-[[[4-cyano-7-(4-isopropylphenyl)-2,3-dihydrofuro[2,3-c]pyridin-5-yl]amino]methyl]prop-2-enoic acid C(#N)C1=C2C(=C(N=C1NCC(C(=O)O)=C)C1=CC=C(C=C1)C(C)C)OCC2